(S)-6-((3-amino-5-(1-amino-1,3-dihydrospiro[inden-2,4'-piperidin]-1'-yl)pyrazine-2-yl)thio)-5-chloro-3-(2-methoxy-2-methylpropyl)quinazolin-4(3H)-one NC=1C(=NC=C(N1)N1CCC2(CC1)[C@@H](C1=CC=CC=C1C2)N)SC=2C(=C1C(N(C=NC1=CC2)CC(C)(C)OC)=O)Cl